5-(2,6-difluoro-3-methyl-4-nitro-phenoxy)-2-fluoro-aniline FC1=C(OC=2C=CC(=C(N)C2)F)C(=CC(=C1C)[N+](=O)[O-])F